racemic-(3-(1-benzyl-1H-pyrazol-4-yl)-2-fluoro-4-methylphenyl)-[1,2,4]triazolo[1,5-a]pyridin-2-amine C(C1=CC=CC=C1)N1N=CC(=C1)C=1C(=C(C=CC1C)C1=CC=CC=2N1N=C(N2)N)F